CNC1C2CC3(CC(CC1C3)C2)O trans-4-(methylamino)adamantan-1-ol